FC1(CN(CC1)C1=NC=CC(=C1NC(C1=CC=C(C=C1)C1(OCC1)C)=O)C1=CC=NN1)F N-(2-(3,3-difluoropyrrolidin-1-yl)-4-(1H-pyrazol-5-yl)pyridin-3-yl)-4-(2-methyloxetan-2-yl)-benzamide